N-(tert-butyl)benzene-1,3-diamine C(C)(C)(C)NC1=CC(=CC=C1)N